FC(C(=O)O)(F)F.NC=1NC(=NN1)N1CCC(CC1)N1C[C@@H](OC[C@@H]1CC1=CC=C(C=C1)Cl)C(=O)N1CCOCC1 ((2R,5S)-4-(1-(5-amino-4H-1,2,4-triazol-3-yl)piperidin-4-yl)-5-(4-chlorobenzyl)-morpholin-2-yl)(morpholino)methanone 2,2,2-trifluoroacetate